FC1=CC=C(C=C1)C=1C(C(=CN(C1)C(C)C)C(=O)NC1=CC=C(C=N1)OC1=CC=NC2=CN=C(C=C12)C(=O)NC1CCN(CC1)C)=O 4-[[6-[[5-(4-fluorophenyl)-1-isopropyl-4-oxo-pyridine-3-carbonyl]amino]-3-pyridyl]oxy]-N-(1-methyl-4-piperidyl)-1,7-naphthyridine-6-carboxamide